[H-].[Cl-].C1(C=CC=C1)[Zr+2]C1C=CC=C1 Bis(cyclopentadienyl)zirconium (IV) chloride hydride